2'-amino-5',8'-dihydro-3'H-spiro[isothiochromane-4,7'-quinazoline]-4'(6'H)-one NC1=NC=2CC3(CCC2C(N1)=O)CSCC1=CC=CC=C13